FC(S(=O)(=O)OC1=CC=CC=2N=CSC21)(F)F benzo[d]thiazole-7-yl trifluoromethanesulfonate